NCC=1N=NN(C1)CC1=CC=C(C=C1)NC(C(CC(C)C)C(NO)=O)=O N-[4-[[4-(Aminomethyl)triazol-1-yl]methyl]phenyl]-2-(hydroxycarbamoyl)-4-methyl-pentanamide